BrC1=NN=C(S1)CN1C(N(C(C=2N(C=NC12)C)=O)CC)=O 3-[(5-Bromo-1,3,4-thiadiazol-2-yl)methyl]-1-ethyl-7-methyl-2,3,6,7-tetrahydro-1H-purine-2,6-dione